C12CN(CC(CC1)O2)C=2C=CC(=C(C2)S(=O)(=O)N)OC 5-(8-oxa-3-azabicyclo[3.2.1]octan-3-yl)-2-methoxybenzenesulfonamide